FC1=C(C=CC=C1)C1=NC(=NS1)C=1C=C2C=CN(C2=CC1)C(C)C 5-[5-(2-fluorophenyl)-1,2,4-thiadiazol-3-yl]-1-(propan-2-yl)-1H-indole